BrC=1NC2N(N1)CCC2OC2=CC(=CC(=C2)F)F 2-bromo-7-(3,5-difluorophenoxy)-6,7-dihydro-1H-pyrrolo[1,2-b][1,2,4]triazole